BrC1=CC2=C(C=C1)C=1SC3=C(C1S2)C=CC(=C3)Br 2,7-dibromobenzothieno[3,2-b]benzothiophene